C[C@@H]1N(CC1)C=1N=C(C2=C(N1)CCC2)C2=CC=C1CCCC3(C1=C2)C(C3)C(=O)O 7'-(2-((S)-2-methylazetidin-1-yl)-6,7-dihydro-5H-cyclopenta[d]pyrimidin-4-yl)-3',4'-dihydro-2'H-spiro[cyclopropane-1,1'-naphthalene]-2-carboxylic acid